C(C1=CC=CC=C1)OC1=NC(=CC=C1C=1C=NC(=C(C1)F)C1CCNCC1)OCC1=CC=CC=C1 2,6-dibenzyloxy-3-[5-fluoro-6-(4-piperidyl)-3-pyridyl]pyridine